(S)-1-METHOXYHEX-5-ENE-2-SULFONAMIDE COC[C@H](CCC=C)S(=O)(=O)N